FC1(CCC(CC1)CN1N(C=C(C1)C(F)(F)F)C1=CC(=NC=C1)S(N)(=O)=O)F 2-[(4,4-difluorocyclohexyl)methyl]-N-(2-sulfamoylpyridin-4-yl)-4-(trifluoromethyl)pyrazole